COC1=CC=C(CN2N=CC(=C2N2N=C(C=3C2=NC=CC3)C)[N+](=O)[O-])C=C1 1-(1-(4-methoxybenzyl)-4-nitro-1H-pyrazol-5-yl)-3-methyl-1H-pyrazolo[3,4-b]pyridine